1,15-pentadecanediamine C(CCCCCCCCCCCCCCN)N